1-((4-((1aR,7bS)-6-chloro-3-((R)-5-azaspiro[3.4]octan-7-yl)-1a,2,3,7b-tetrahydro-1H-cyclopropa[c]quinolin-4-yl)thieno[3,2-d]pyrimidin-6-yl)methyl)pyrrolidine-2,5-dione, hydrochloride Cl.ClC1=CC=2[C@@H]3[C@H](CN(C2C(=C1)C=1C2=C(N=CN1)C=C(S2)CN2C(CCC2=O)=O)[C@H]2CNC1(CCC1)C2)C3